Cl.ClC=1C(=NC(=NC1)N)NC1=C(C=CC=C1)S(=O)(=O)C(C)C 5-chloro-N4-(2-(isopropylsulfonyl)phenyl)pyrimidine-2,4-diamine HCl salt